CC1=CN=C(S1)C1=CC(=CC2=C1OCC(N2C[C@H]2OCCC2)=O)C(=O)N[C@H](C)C=2C=NC(=NC2)C(F)(F)F 8-(5-methylthiazol-2-yl)-3-oxo-4-(((S)-tetrahydrofuran-2-yl)methyl)-N-((R)-1-(2-(trifluoromethyl)pyrimidin-5-yl)ethyl)-3,4-dihydro-2H-benzo[b][1,4]oxazine-6-carboxamide